4-Chloro-3-fluorophenyl 3-chloropropionate ClCCC(=O)OC1=CC(=C(C=C1)Cl)F